8-[(1R)-1-[2-[(3R)-3-[tert-butyl(dimethyl)silyl]oxy-1-piperidyl]-4-fluoro-anilino]ethyl]-3,6-dimethyl-2-tetrahydropyran-4-yl-quinazolin-4-one [Si](C)(C)(C(C)(C)C)O[C@H]1CN(CCC1)C1=C(N[C@H](C)C=2C=C(C=C3C(N(C(=NC23)C2CCOCC2)C)=O)C)C=CC(=C1)F